NC(C(=O)N)CC1=CC2=C(NC1=O)CCOC2 2-Amino-3-(2-oxo-1,5,7,8-tetrahydro-2H-pyrano[4,3-b]pyridin-3-yl)propanamide